BrC=1N=C2N(C=C(C=C2)C(F)(F)F)C1 2-bromo-6-(trifluoromethyl)imidazo[1,2-a]pyridine